C(C)NC=1C=CC=2N(C1)N=CC2C#N 6-(ethylamino)pyrazolo[1,5-a]pyridine-3-carbonitrile